CC1=CC=2C=3N(C(=NC2C(=C1)[C@@H](C)N)N1CCOCC1)C=C(N3)C(F)(F)F (R)-1-(9-methyl-5-morpholino-2-(trifluoromethyl)imidazo[1,2-c]quinazolin-7-yl)ethan-1-amine